4-(8-((2-((tert-Butoxycarbonyl)amino)-7-fluorobenzothiazol-4-yl)oxy)-3-cyano-2-(2-methyl-1,2,3,4-tetrahydroisoquinolin-5-yl)quinolin-4-yl)piperazine-1-carboxylic acid tert-butyl ester C(C)(C)(C)OC(=O)N1CCN(CC1)C1=C(C(=NC2=C(C=CC=C12)OC1=CC=C(C2=C1N=C(S2)NC(=O)OC(C)(C)C)F)C2=C1CCN(CC1=CC=C2)C)C#N